C1(=CCCCCC1)B(O)O CYCLOHEPTEN-1-YLBORONIC ACID